biphenol-3,4',5-tricarboxylic acid C1(=C(C(=CC(=C1)C(=O)O)C(=O)O)C=1C(=CC=C(C1)C(=O)O)O)O